2-((1-(cyclohexylmethyl)-1H-indol-5-yl)amino)-5-cyclopropyl-nicotinic acid C1(CCCCC1)CN1C=CC2=CC(=CC=C12)NC1=C(C(=O)O)C=C(C=N1)C1CC1